N-(2-cyclopropylethyl)-4-(isopropylamino)-6-(1H-pyrazol-4-yl)-1,5-naphthyridine-3-carboxamide C1(CC1)CCNC(=O)C=1C=NC2=CC=C(N=C2C1NC(C)C)C=1C=NNC1